C(C)OC(=O)N1CC2(C1)C[C@H](CC2)N2CCN(CC2)C=2C(=NC=CC2)OC (6S)-6-(4-(2-methoxypyridin-3-yl)piperazin-1-yl)-2-azaspiro[3.4]octane-2-carboxylic acid ethyl ester